[N+](=O)([O-])C1=CC=C(OP(=O)(OC2=CC=CC=C2)NC2(CCC2)C(=O)OC(C)C)C=C1 isopropyl 1-(((4-nitrophenoxy)(phenoxy)phosphoryl)amino)cyclobutanecarboxylate